N-(1-(3-methoxyphenyl)-2-(4-methylpiperazin-1-yl)ethyl)-3-(1H-pyrazol-4-yl)-1H-indole-7-carboxamide COC=1C=C(C=CC1)C(CN1CCN(CC1)C)NC(=O)C=1C=CC=C2C(=CNC12)C=1C=NNC1